1,6-diazaspiro[3.3]heptane-1-carboxylate N1(CCC12CNC2)C(=O)[O-]